(S)-2-(4-(6-((6-chloro-4-methoxypyridin-3-yl)methoxy)-5-fluoropyridin-2-yl)-2-fluorobenzyl)-1-(4,4-dimethyltetrahydrofuran-3-yl)-4-fluoro-1H-benzo[d]imidazole-6-carboxylic acid ClC1=CC(=C(C=N1)COC1=C(C=CC(=N1)C1=CC(=C(CC2=NC3=C(N2[C@@H]2COCC2(C)C)C=C(C=C3F)C(=O)O)C=C1)F)F)OC